4-[(1R,3R,5S)-3-[[5-cyclopropyl-3-(2,6-dichlorophenyl)-1,2-oxazol-4-yl]carbonyloxy]-8-azabicyclo[3.2.1]octan-8-yl]benzoic acid C1(CC1)C1=C(C(=NO1)C1=C(C=CC=C1Cl)Cl)C(=O)OC1C[C@H]2CC[C@@H](C1)N2C2=CC=C(C(=O)O)C=C2